2,5-Bis(trifluoromethyl)terephthalic acid FC(C1=C(C(=O)O)C=C(C(=C1)C(=O)O)C(F)(F)F)(F)F